FC1=C(C(=CC(=C1)S(=O)(=O)N1C[C@H](CC1)F)F)C1=NC2=CC(=CC=C2C(=C1)C)C(=O)[O-].[Na+] sodium 2-{2,6-difluoro-4-[(3S)-3-fluoropyrrolidine-1-sulfonyl] phenyl}-4-methylquinoline-7-carboxylate